N-(3-cyano-4-fluorophenyl)-2-[(3R)-3-methyl[1,4'-bipiperidin]-1'-yl]-1,3-thiazole-5-carboxamide C(#N)C=1C=C(C=CC1F)NC(=O)C1=CN=C(S1)N1CCC(CC1)N1C[C@@H](CCC1)C